(3-(1-amino-1,3-dihydrospiro[indene-2,4'-piperidin]-1'-yl)-6-(2-(pyrimidin-4-yl)vinyl)pyrazin-2-yl)methanol sodium [Na].NC1C2=CC=CC=C2CC12CCN(CC2)C=2C(=NC(=CN2)C=CC2=NC=NC=C2)CO